3-{3-[1-(4-methyl-1,2,4-triazol-3-yl)ethyl]oxetan-3-yl}aniline CN1C(=NN=C1)C(C)C1(COC1)C=1C=C(N)C=CC1